C(C)(C)(C)C=1C=C(C=C(C1)C(C)(C)C)C1=CC(=C(C(=C1)N1C2=CC=C(C=C2C=2C=C(C=CC12)C1=C(C=CC=C1)C)C1=C(C=CC=C1)C)Cl)C1=CC(=CC=2C3=CC(=CC=C3N(C12)C)C1=C(C=CC=C1)C)C1=C(C=CC=C1)C 1-(3',5'-di-tert-butyl-4-chloro-5-(3,6-di-o-tolyl-9H-carbazol-9-yl)-[1,1'-biphenyl]-3-yl)-9-methyl-3,6-di-o-tolyl-9H-carbazole